C(C=O)OP(=O)(O)O The molecule is a member of the class of aldehydes that is glycolaldehyde in which the hydroxy hydrogen has been replaced by a phospho group. It is an aldehyde and a monoalkyl phosphate. It derives from a glycolaldehyde. It is a conjugate acid of a glycolaldehyde phosphate(2-).